2-chloro-M-(4-chloro-3-(pyridin-2-yl)phenyl)-N4-methylterephthalamide ClC1=C(C(=O)N)C=CC(=C1C1=CC(=C(C=C1)Cl)C1=NC=CC=C1)C(=O)NC